BrC1=C(C(=CC(=C1)OC(F)(F)F)Br)N1C(C=CC1=O)=O 1-(2,6-dibromo-4-(trifluoromethoxy)phenyl)-1H-pyrrole-2,5-dione